N-[4-[4-[1-(2-amino-2-oxo-ethyl)piperidine-4-carbonyl]piperazine-1-carbonyl]-3-chloro-phenyl]-5-[2,3-difluoro-4-(fluoromethoxy)phenyl]-1-methyl-imidazole-2-carboxamide NC(CN1CCC(CC1)C(=O)N1CCN(CC1)C(=O)C1=C(C=C(C=C1)NC(=O)C=1N(C(=CN1)C1=C(C(=C(C=C1)OCF)F)F)C)Cl)=O